(+/-)-N7-Methyl-3-phenyl-N5-(tetrahydrofuran-3-yl)-2,3-dihydrobenzofuran-5,7-dicarboxamid CNC(=O)C1=CC(=CC=2C(COC21)C2=CC=CC=C2)C(=O)NC2COCC2